amino-6-(2-(methylsulfonyl)pyrimidin-5-yl)hexane NCCCCCCC=1C=NC(=NC1)S(=O)(=O)C